NC1(CCN(CC1)CC1=CN=C(C(=N1)N)C1=C(C(=CC=C1)Cl)Cl)C 6-((4-amino-4-methylpiperidin-1-yl)methyl)-3-(2,3-dichlorophenyl)pyrazin-2-amine